COC(C1=C(C=C(C(=C1)F)CBr)F)=O 4-(bromomethyl)-2,5-difluoro-Benzoic acid methyl ester